COC1=CC=C(C2=CC=CC=C12)C1=C(C=CC=C1NC1=CC=CC=C1)NC1=CC=CC=C1 2-(4-methoxynaphthalen-1-yl)-N1,N3-diphenylbenzene-1,3-diamine